C1(CC1)CN1CCC2(C[C@@H]2C(=O)N[C@@H](CCCCCC(CC)=O)C=2OC(=CN2)C=2C=C3C=CC(=NC3=CC2OC)C)CC1 (S)-6-(cyclopropylmethyl)-N-((S)-1-(5-(7-methoxy-2-methylquinolin-6-yl)oxazol-2-yl)-7-oxononyl)-6-azaspiro[2.5]octane-1-carboxamide